N-methoxy-N-methyl-1-pyrimidin-2-yl-1,2,4-triazol-3-amine-hydrochloride Cl.CON(C1=NN(C=N1)C1=NC=CC=N1)C